OC(CC1C2C3C4CCC(C3C(C1)C2)C4)(C(F)(F)F)C(F)(F)F 3-[2-Hydroxy-2,2-bis(trifluoromethyl)ethyl]tetracyclo[4.4.0.1(2,5).1(7,10)]dodecane